4-[3-(4-cyclopropanecarbonyl-piperazine-1-carbonyl)-4-fluorobenzyl]-2H-phthalazin-1-one C1(CC1)C(=O)N1CCN(CC1)C(=O)C=1C=C(CC2=NNC(C3=CC=CC=C23)=O)C=CC1F